ClC1=NC=C(C(=C1)C1=C(C=NC(=C1)C)C(=O)NC=1SC2=C(N1)CN(C2)C(C2=C(N=C(C=C2)C(F)F)C)=O)OC 2'-chloro-N-(5-(6-(difluoromethyl)-2-methylnicotinoyl)-5,6-dihydro-4H-pyrrolo[3,4-d]thiazol-2-yl)-5'-methoxy-6-methyl-[4,4'-bipyridine]-3-carboxamide